O(C#N)C1=CC=C(C=C1)C1(C=2C=CC=CC2C(C2=CC=CC=C12)=O)C1=CC=C(C=C1)OC#N 10,10-bis(4-cyanatophenyl)anthracene-9(10H)-one